1-(2-hydroxy-2-methylpropyl)-3-methyl-1H-pyrazole-4-carboxamide OC(CN1N=C(C(=C1)C(=O)N)C)(C)C